methanesulfonic acid 3,5-Dimethylbenzylethyl ester CC=1C=C(CCCOS(=O)(=O)C)C=C(C1)C